(2r,3s)-3-carbamoyl-2-methylpyrrolidine-1-carboxylic acid tert-butyl ester C(C)(C)(C)OC(=O)N1[C@@H]([C@H](CC1)C(N)=O)C